C1(CC1)N1N=CC(=C1)C=1C=CC=2N(C(C(=C(N2)NC2=C(C=C(C=C2)S(=O)(=O)N2CCN(CC2)CCCCCCNC([O-])=O)F)C)=O)C1 (6-(4-((4-((7-(1-cyclopropyl-1H-pyrazol-4-yl)-3-methyl-4-oxo-4H-pyrido[1,2-a]pyrimidin-2-yl)amino)-3-fluorophenyl)sulfonyl)piperazin-1-yl)hexyl)carbamate